N-(1-benzylpiperidin-4-yl)-3-(6-bromo-[1,2,4]triazolo[4,3-a]pyridin-3-yl)propanamide C(C1=CC=CC=C1)N1CCC(CC1)NC(CCC1=NN=C2N1C=C(C=C2)Br)=O